COC=1C=C(C=CC1)N1NC(C=2C=NC(=CC21)NC2=NC=CC=C2)=O 1-(3-methoxyphenyl)-6-(pyridin-2-ylamino)-1,2-dihydro-3H-pyrazolo[4,3-c]pyridin-3-one